1-(3,5-di-tert-butyl-4-hydroxybenzyl)-3-methylimidazolium C(C)(C)(C)C=1C=C(CN2C=[N+](C=C2)C)C=C(C1O)C(C)(C)C